3,4-Dihydro-5-hydroxy-7-methoxy-2,2-dimethyl-2H-1-benzopyran OC1=CC(=CC2=C1CCC(O2)(C)C)OC